ClC1=CC(=NC=2N1N=CC2)C2=CC=C(C=C2)OC 7-chloro-5-(4-methoxyphenyl)pyrazolo[1,5-a]pyrimidine